((4'-((2-(tert-butyl)-1H-imidazol-1-yl)methyl)-5-isobutyl-[1,1'-biphenyl]-2-yl)sulfonyl)carbamic acid butyl ester C(CCC)OC(NS(=O)(=O)C1=C(C=C(C=C1)CC(C)C)C1=CC=C(C=C1)CN1C(=NC=C1)C(C)(C)C)=O